ClC1=C(C(=C(C(=N1)SC(C(=O)N)C1=CC=CC=C1)C#N)OCC)C#N 2-((6-chloro-3,5-dicyano-4-ethoxypyridin-2-yl)sulfanyl)-2-phenylacetamide